(3R,5R,6S)-3-amino-6-methyl-1-(2,2,2-trifluoroethyl)-5-(2,3,6-trifluorophenyl)piperidine N[C@H]1CN([C@H]([C@H](C1)C1=C(C(=CC=C1F)F)F)C)CC(F)(F)F